BrC1=CC(=C(C=C1)N1C=NC(=C1)C1CC1)C 1-(4-bromo-2-methylphenyl)-4-cyclopropyl-imidazole